6-(5-methyl-2-(methylthio)pyrimidin-4-yl)-1-oxoisoindole-2-carboxylic acid tert-butyl ester C(C)(C)(C)OC(=O)N1C(C2=CC(=CC=C2C1)C1=NC(=NC=C1C)SC)=O